N-ethyl-8-(3-morpholinoprop-1-yn-1-yl)quinoxalin-6-amine C(C)NC=1C=C2N=CC=NC2=C(C1)C#CCN1CCOCC1